N-(2-methyl-2H-indazol-5-yl)-3-phenylpropionamide CN1N=C2C=CC(=CC2=C1)NC(CCC1=CC=CC=C1)=O